COC=1C=C(C(=O)O)C=C(C1)N1C=NN=C1 3-methoxy-5-(4H-1,2,4-triazol-4-yl)benzoic acid